(R/S)-N-(4-((8-fluoro-2,4,5-trimethyl-4,5-dihydro-[1,2,4]triazolo[1,5-a]quinoxalin-6-yl)amino)-5-(propanoyl-3,3,3-d3)pyridin-2-yl)cyclopropanecarboxamide FC1=CC(=C2N([C@@H](C=3N(C2=C1)N=C(N3)C)C)C)NC3=CC(=NC=C3C(CC([2H])([2H])[2H])=O)NC(=O)C3CC3 |r|